1-acetyl-6-methylpiperidine-3-carboxamide C(C)(=O)N1CC(CCC1C)C(=O)N